(S)-propylene glycol monohydrate O.C([C@H](C)O)O